N-(6-amino-5-ethylpyridin-3-yl)-2-((2S,5R)-5-methyl-4-(1-(trifluoromethyl)cyclopropanecarbonyl)-2-(3-(trifluoromethyl)phenyl)piperazin-1-yl)-2-oxoacetamide NC1=C(C=C(C=N1)NC(C(=O)N1[C@H](CN([C@@H](C1)C)C(=O)C1(CC1)C(F)(F)F)C1=CC(=CC=C1)C(F)(F)F)=O)CC